1-(3-(4-((3-chlorobenzyl)amino)-7-methoxyquinazolin-6-yl)azetidin-1-yl)prop-2-en-1-one ClC=1C=C(CNC2=NC=NC3=CC(=C(C=C23)C2CN(C2)C(C=C)=O)OC)C=CC1